OC1=NC=CC(=C1)C1=CC=2C(NCC3(CN(CCC3)C(=O)[O-])C2N1)=O 2-(2-hydroxy-4-pyridyl)-4-oxo-spiro[5,6-dihydro-1H-pyrrolo[3,2-c]pyridine-7,3'-piperidine]-1'-carboxylate